FC1=C(C=CC(=C1)C#CC1=CC=C(C=C1)CN1CCOCC1)C(CC1=C(C(NC=N1)=O)O)CNC[C@@H](C)O 6-(2-(2-fluoro-4-((4-(morpholinomethyl)phenyl)ethynyl)phenyl)-3-(((R)-2-hydroxypropyl)amino)propyl)-5-hydroxypyrimidin-4(3H)-one